BrC=1C=C(OC=2C(=C(C(=CC2F)[N+](=O)[O-])/C=C/N(C)C)C=C)C=CC1F (E)-2-(3-(3-Bromo-4-fluorophenoxy)-4-fluoro-6-nitro-2-vinylphenyl)-N,N-dimethylethen-1-amine